6-[(3S,4S)-4-Amino-3-methyl-2-oxa-8-azaspiro[4.5]decan-8-yl]-3-(4-chloro-2-methyl-2H-indazol-5-yl)-2-[(4-methoxyphenyl)methyl]-5-methyl-2H,4H,5H-pyrazolo[3,4-d]pyrimidin-4-one N[C@@H]1[C@@H](OCC12CCN(CC2)C=2N(C(C=1C(N2)=NN(C1C1=C(C2=CN(N=C2C=C1)C)Cl)CC1=CC=C(C=C1)OC)=O)C)C